N-(4-(4-(2-isopropoxy-ethyl)piperazin-1-yl)-pyridin-2-yl)-5-(1H-pyrazol-4-yl)thiazolo-[5,4-b]pyridin-2-amine C(C)(C)OCCN1CCN(CC1)C1=CC(=NC=C1)NC=1SC2=NC(=CC=C2N1)C=1C=NNC1